potassium amino-2-methylpropanesulfonic acid NC(C(C)C)S(=O)(=O)O.[K]